4-Hydroxy-5-phenylaminoimidazole OC=1N=CNC1NC1=CC=CC=C1